CC(C)N1N=CC(=C1)C1=NN2C(NC3=C(C2=N1)N=CC=C3)=O 2-[1-(Propan-2-yl)-1H-pyrazol-4-yl]pyrido[2,3-e][1,2,4]triazolo[1,5-c]pyrimidin-5(6H)-one